2,6-dimethylpyridin-4-ol CC1=NC(=CC(=C1)O)C